C(C)(C)(C)OC(=O)N1C(=CC=C1)B(O)O [1-[(tert-butoxy)carbonyl]-1H-pyrrol-2-yl]boronic acid